3-(3-(but-3-yn-1-yl)-3H-diazirin-3-yl)-N-(3-(2,6-diamino-5-(3-(trifluoromethyl)phenyl)pyrimidin-4-yl)propyl)propanamide C(CC#C)C1(N=N1)CCC(=O)NCCCC1=NC(=NC(=C1C1=CC(=CC=C1)C(F)(F)F)N)N